CC=1N=C(NC(C1C)=O)C=1C(=C(CC(C(=O)N)(C)C)C=CC1C(F)(F)F)F [3-(4,5-dimethyl-6-oxo-1,6-dihydropyrimidin-2-yl)-2-fluoro-4-(trifluoromethyl)benzyl]isobutyramide